N=1N(N=CC1)C1=CC=C(C=N1)N1C(N(C2=C(C1=O)C(=C(S2)C2=CC=C(C=C2)N)CN(C)C)CC2=C(C=CC=C2F)F)=O 3-(6-(2H-1,2,3-triazol-2-yl)pyrid-3-yl)-1-(2,6-difluorobenzyl)-5-((dimethylamino)methyl)-6-(4-aminophenyl)thieno[2,3-d]pyrimidine-2,4(1H,3H)-dione